ClC1=C(C=CC=C1C1=NC=CC(=C1Cl)C1=NC(=C(C=C1)CNC[C@H]1NC(CC1)=O)OC)NC(C1=NC=C(C(=C1)OC)CNCCCF)=O (S)-N-(2-Chloro-3-(3'-chloro-6-methoxy-5-((((5-oxopyrrolidin-2-yl)methyl)amino)methyl)-[2,4'-bipyridin]-2'-yl)phenyl)-5-(((3-fluoropropyl)amino)methyl)-4-methoxypicolinamide